CNC(=O)C1=CN=C2N1C=CC=C2 N-methylimidazo[1,2-a]pyridine-3-carboxamide